(Z)-N-[3-(2-chloro-5-fluorophenyl)-1-sulfinyl-2,3-dihydro-1H-isoindol-4-yl]-3-fluoro-N'-hydroxy-5-(trifluoromethyl)benzamidine ClC1=C(C=C(C=C1)F)C1NC(C2=CC=CC(=C12)N\C(\C1=CC(=CC(=C1)C(F)(F)F)F)=N/O)=S=O